4-(tetrahydropyran-2-yloxy)phenol O1C(CCCC1)OC1=CC=C(C=C1)O